racemic-2-chlorophenylglycine methyl ester COC([C@H](N)C1=C(C=CC=C1)Cl)=O |r|